4-(2-fluoro-3-(4,4,5,5-tetramethyl-1,3,2-dioxaborolan-2-yl)phenyl)-3,5-dimethyl-4H-1,2,4-triazole FC1=C(C=CC=C1B1OC(C(O1)(C)C)(C)C)N1C(=NN=C1C)C